NC1CCN(CC1)C1=C(C=NC2=CC=C(C=C12)C=1C(=NN(C1)C)NC(=O)NOC)C1=CC(=CC(=C1)C)F 1-{4-[4-(4-aminopiperidin-1-yl)-3-(3-fluoro-5-methylphenyl)quinolin-6-yl]-1-methyl-1H-pyrazol-3-yl}-3-methoxyurea